(Z)-3-(1-oxo-5-(4-(6,6,6-trifluoro-5-(4-(1-(4-hydroxyphenyl)-2-phenylbut-1-en-1-yl)phenoxy)hexyl)piperazin-1-yl)isoindolin-2-yl)piperidine-2,6-dione O=C1N(CC2=CC(=CC=C12)N1CCN(CC1)CCCCC(C(F)(F)F)OC1=CC=C(C=C1)\C(=C(\CC)/C1=CC=CC=C1)\C1=CC=C(C=C1)O)C1C(NC(CC1)=O)=O